N1=CNC2=C1C=C(C=C2)C(=O)OCC[C@H]2OCC2 1-((S)-oxetan-2-ylmethyl)-Methyl benzo[d]imidazole-6-carboxylate